N1N=CC=2C(=CC=CC12)C=O indazole-4-carbaldehyde